tert-Butyl 3-[(1S,2S,4R)-norbornan-2-yl]oxypyrazole-1-carboxylate [C@H]12[C@H](C[C@H](CC1)C2)OC2=NN(C=C2)C(=O)OC(C)(C)C